NC=1N=C(C=C2C=C(N=CC12)NC(=O)[C@H]1[C@@H](C1)C=1C=NN(C1)CCOC)Cl trans-N-(8-amino-6-chloro-2,7-naphthyridin-3-yl)-2-[1-(2-methoxyethyl)-1H-pyrazol-4-yl]Cyclopropane-1-carboxamide